4-(3-(4-fluorophenyl)-4H-1,2,4-triazol-4-yl)pyridine 4-nitrophenyl-(benzofuran-4-ylmethyl)carbamate [N+](=O)([O-])C1=CC=C(C=C1)N(C(O)=O)CC1=CC=CC2=C1C=CO2.FC2=CC=C(C=C2)C2=NN=CN2C2=CC=NC=C2